C(C)(CC)NC1=NC=C(C=N1)C=O 2-(SEC-BUTYLAMINO)PYRIMIDINE-5-CARBALDEHYDE